dimethylnaphthylmethylethyl methacrylate ammonium [NH4+].C(C(=C)C)(=O)OC(CC)(CC1=CC=CC2=CC=CC=C12)C